ClC=1C=CC(=NC1)OC1=C(C=C(C=C1C)NC(=O)NC(=O)C1CC(C1)OC)F N-((4-((5-chloropyridin-2-yl)oxy)-3-fluoro-5-methylphenyl)carbamoyl)-3-methoxycyclobutane-1-carboxamide